N-(4-((2-amino-3-chloropyridin-4-yl)oxy)-3-fluorophenyl)-5-methyl-1-(pyrimidin-5-yl)-1H-Pyrazole-4-carboxamide NC1=NC=CC(=C1Cl)OC1=C(C=C(C=C1)NC(=O)C=1C=NN(C1C)C=1C=NC=NC1)F